2-(2,6-dioxopiperidin-3-yl)-4-fluoro-6-((4-(1-isopropyl-6-((2-(4-methoxypiperidine-1-yl)pyrimidin-4-yl)amino)-1H-pyrazolo[4,3-c]pyridin-3-yl)piperazin-1-yl)methyl)isoindoline O=C1NC(CCC1N1CC2=CC(=CC(=C2C1)F)CN1CCN(CC1)C1=NN(C2=C1C=NC(=C2)NC2=NC(=NC=C2)N2CCC(CC2)OC)C(C)C)=O